FC=1C=CC(=NC1)C1=NN(C=C1C1=C2C(=NC=C1CC1COC1)NC=C2)C 4-(3-(5-Fluoropyridin-2-yl)-1-methyl-1H-pyrazol-4-yl)-5-(oxetan-3-ylmethyl)-1H-pyrrolo[2,3-b]pyridine